rac-(1S,2S,3R,5R)-2-fluoro-3-((methylsulfonyl)oxy)-9-azabicyclo[3.3.1]nonane-9-carboxylic acid tert-butyl ester C(C)(C)(C)OC(=O)N1[C@@H]2[C@@H]([C@@H](C[C@H]1CCC2)OS(=O)(=O)C)F |r|